N-(5-(2-(cyclopentylamino)acetamido)-2-methylpyridin-3-yl)-4-methyl-6-(1-methyl-1H-pyrazol-4-yl)pyrazolo[1,5-a]pyrazine-3-carboxamide C1(CCCC1)NCC(=O)NC=1C=C(C(=NC1)C)NC(=O)C=1C=NN2C1C(=NC(=C2)C=2C=NN(C2)C)C